2-(6-chloro-3-methylpyridin-2-yl)-4-phenyloxazole ClC1=CC=C(C(=N1)C=1OC=C(N1)C1=CC=CC=C1)C